2,3,3a,4,5,6-hexahydro-1H-pyrrolo[2,3-b]pyridine N1CCC2C1=NCCC2